tert-butyl 4-[2-[(3R)-12-[2-(methoxymethoxy)phenyl]-3-methyl-4,8,10,11-tetrazatricyclo[7.4.0.02,7]trideca-1(9),2(7),10,12-tetraen-4-yl]pyrimidin-5-yl]piperazine-1-carboxylate COCOC1=C(C=CC=C1)C=1N=NC=2NC=3CCN([C@@H](C3C2C1)C)C1=NC=C(C=N1)N1CCN(CC1)C(=O)OC(C)(C)C